ClC=1C=C(C=C2C(C(CCC2)=CC2=CC(=CC=C2)Cl)=O)C=CC1 2,6-bis(3-chlorobenzylidene)cyclohexanone